4-(1H-indol-2-yl)phenol N1C(=CC2=CC=CC=C12)C1=CC=C(C=C1)O